(2-naphthalenyl-1,3,4,5,6,7,8-d7)-boric acid C1(=C(C(=C(C2=C(C(=C(C(=C12)[2H])[2H])[2H])[2H])[2H])[2H])OB(O)O)[2H]